2,4,5-trihydroxycinnamic acid OC1=C(C=CC(=O)O)C=C(C(=C1)O)O